BrC1=C(C(=C(C(=C1C=1C(=C(C(=CC1[2H])[2H])[2H])[2H])[2H])[2H])[2H])C=1C(=C(C(C(C1[2H])([2H])[2H])[2H])[2H])[2H] 2'-bromo-1,1':3',1''-terphenyl-2,2'',3,3'',4,4',4'',5,5',5,6,6',6''-d13